C1(=CC=CC2=CC=CC=C12)C1(C(=O)OCCCC1)C1=CC=CC2=CC=CC=C12 α,α-dinaphthyl-caprolactone